ClC1=CC2=C(C(=NN(C2=O)CC(=O)NC2=NC=C(C=N2)F)C(C)C)S1 (2-chloro-7-isopropyl-4-oxothieno[2,3-d]pyridazin-5(4H)-yl)-N-(5-fluoropyrimidin-2-yl)acetamide